FC[C@H]([C@H](O)C1=CC=C(C=C1)S(=O)(=O)C)NC(C)=O (1R,2S)-3-fluoro-1-[4-(methylsulfonyl)phenyl]-2-acetamido-1-propanol